The molecule is a polynucleotide comprised of uridine units connected via 3'->5' phosphodiester linkages. It contains an UMP 3'-end residue, an UMP 5'-end residue and a uridine 5'-monophosphate residue. C1=CN(C(=O)NC1=O)[C@H]2[C@@H]([C@@H]([C@H](O2)COP(=O)(O)O[C@@H]3[C@H](O[C@H]([C@@H]3O)N4C=CC(=O)NC4=O)COP(=O)(O)O[C@@H]5[C@H](O[C@H]([C@@H]5O)N6C=CC(=O)NC6=O)CO)O)O